C1(=CC=CC=C1)CCC(=O)O benzenepropanoic acid